methylsilyl-2'-deoxyadenosine C[SiH2][C@@]1(C[C@H](O)[C@@H](CO)O1)N1C=NC=2C(N)=NC=NC12